((3aS,4R,6S,6aS)-6-(4-aminopyrrolo[2,1-f][1,2,4]triazin-7-yl)-4-cyano-2,2-dimethyltetrahydrofuro[3,4-d][1,3]dioxol-4-yl)methyl hexyl carbonate C(OC[C@]1(O[C@H]([C@@H]2OC(O[C@@H]21)(C)C)C2=CC=C1C(=NC=NN12)N)C#N)(OCCCCCC)=O